4-(2,2,2-trifluoroethyl)pyridine-3,4-diamine FC(CC1(C(C=NC=C1)N)N)(F)F